CNS(=O)(=O)NC1=CC=C(C(=O)O)C=C1 4-(methylsulfamoylamino)benzoic acid